CC1=C(C2=CC3=CC=CC=C3C=C2C=C1)S(=O)(=O)O.[Mg] magnesium methyl-anthracenesulfonic acid